BrC1=CC=C(C=C1)C(=C)COC(F)(F)F 1-bromo-4-(3-(trifluoromethoxy)prop-1-en-2-yl)benzene